FC(C=1N=CC=2N(C1)C(=CN2)C2=NC=CC(=N2)N2CC1(CCNC1=O)CC2)(F)F 7-(2-(6-(Trifluoromethyl)imidazo[1,2-a]pyrazin-3-yl)pyrimidin-4-yl)-2,7-diazaspiro[4.4]nonan-1-one